O1C=CC2=C1C(=CC=C2)O[C@@H](CCNC)C=2SC=CN2 (S)-3-(benzofuran-7-yloxy)-N-methyl-3-(thiazol-2-yl)propan-1-amine